OC1=C2CCN(C(C2=CC(=C1)C(=O)OC)=O)[C@H]1CCOC2=CC=C(C=C12)OC methyl (S)-5-hydroxy-2-(6-methoxychroman-4-yl)-1-oxo-1,2,3,4-tetrahydroisoquinoline-7-carboxylate